ClC=1C=C(C(=NC1OC)NS(=O)(=O)C1=CNC2=C1C=CC=1C=CC=NC21)F N-(5-chloro-3-fluoro-6-methoxypyridin-2-yl)-1H-pyrrolo[3,2-h]quinoline-3-sulfonamide